3,6-dimethylfluorene-9,9-dimethanol CC=1C=CC=2C(C3=CC=C(C=C3C2C1)C)(CO)CO